C(C1=CC=CC=C1)OC(=O)NC1C(COCC1)C(=O)O 4-(((benzyloxy)carbonyl)amino)tetrahydro-2H-pyran-3-carboxylic acid